O1C(OCC1)C=1C=CC(=NC1)C=1N(C=CC1)C 5-(1,3-Dioxolan-2-yl)-2-(1-methyl-1H-pyrrol-2-yl)pyridine